CC1=C(C(=CC(=C1)C)C)NC1=CC=C(C=2C(C3=CC=CC=C3C(C12)=O)=O)NC1=C(C=C(C=C1C)C)C 1,4-bis(2,4,6-trimethylphenylamino)anthracene-9,10-dione